ClC=1C=NC(=C(C(=O)N(C)[C@@H]2CCOC3=CC=CC=C23)C1)OC.[S].[Ti] |r| titanium sulfur racemic-5-chloro-N-(chroman-4-yl)-2-methoxy-N-methylnicotinamide